6,7-dichloro-2-((3,5-difluorophenyl)amino)quinazoline-4(3H)-One ClC=1C=C2C(NC(=NC2=CC1Cl)NC1=CC(=CC(=C1)F)F)=O